4-dimethylaminopyridine-4-toluenesulfonate salt CC1=CC=C(C=C1)S(=O)(=O)O.CN(C1=CC=NC=C1)C